formyloxyproline C(=O)ON1[C@@H](CCC1)C(=O)O